[Si](C)(C)(C(C)(C)C)O[C@@H]1[C@H](NCC1)C(=O)N(C=1C=C(C=CC1)C)C (2S,3S)-3-[tert-butyl(dimethyl)silyl]oxy-N-methyl-N-(m-tolyl)pyrrolidine-2-carboxamide